C1(=CC=CC=C1)[C@@H](C)O |r| racemic-1-phenyl-ethanol